1-(4-(((tert-butyldimethylsilyl)oxy)methyl)-7-(4-(trifluoromethoxy)phenyl)-2,3-dihydrobenzofuran-5-yl)ethanol [Si](C)(C)(C(C)(C)C)OCC1=C(C=C(C2=C1CCO2)C2=CC=C(C=C2)OC(F)(F)F)C(C)O